(3S,5R)-3-[3-[[6-amino-1-methyl-3-[2-(methylamino)-2-oxo-ethoxy]-2-oxo-8-quinolinyl]oxy]propyl]-4,4-difluoro-5-methyl-piperidine-1-carboxylic acid tert-butyl ester C(C)(C)(C)OC(=O)N1C[C@@H](C([C@@H](C1)C)(F)F)CCCOC=1C=C(C=C2C=C(C(N(C12)C)=O)OCC(=O)NC)N